C(C=CCCCCCCCCCCC)(=O)[O-].[Er+3].C(C=CCCCCCCCCCCC)(=O)[O-].C(C=CCCCCCCCCCCC)(=O)[O-] erbium tetradecenoate